F[B-](F)(F)F.C(C)[P+](CC1=CC=C(C=C1)C=C)(CC)CC triethyl-(4-vinylbenzyl)phosphonium tetrafluoroborate